2-fluoro-N-(2-fluoro-4-methyl-5-(5-morpholino-6-(prop-1-yn-1-yl)pyridin-3-yl)phenyl)-6-(1-methylcyclopropyl)isonicotinamide FC=1C=C(C(=O)NC2=C(C=C(C(=C2)C=2C=NC(=C(C2)N2CCOCC2)C#CC)C)F)C=C(N1)C1(CC1)C